NC1=CC=C(OCCOCCOCCOCCOCCOCCOCCOCCOCCOCCOCCOCCOCCOCCOCCOCCOCCOCC(=O)OC(C)(C)C)C=C1 tert-butyl 53-(4-aminophenoxy)-3,6,9,12,15,18,21,24,27,30,33,36,39,42,45,48,51-heptadecaoxatripentacontanoate